5-chloro-N-(2-(isopropylsulfonyl)phenyl)-2-(1H-pyrazol-4-yl)pyrimidin-4-amine ClC=1C(=NC(=NC1)C=1C=NNC1)NC1=C(C=CC=C1)S(=O)(=O)C(C)C